C(\C(\C)=C/C(=O)[O-])(=O)OCCC mono-n-propyl citraconate